6-[1-(2-methoxyethyl)triazol-4-yl]pyridine-3-carboxylic acid COCCN1N=NC(=C1)C1=CC=C(C=N1)C(=O)O